N-[3-(dimethylamino)propyl](methyl)acrylamide CN(CCCNC(C(=C)C)=O)C